CN(C1=NNC(=C1)C=1C(=C(C(=CC1)O)N1CC(NS1(=O)=O)=O)F)C 5-(3-(3-(dimethylamino)-1H-pyrazol-5-yl)-2-fluoro-6-hydroxyphenyl)-1,2,5-thiadiazolidin-3-one 1,1-dioxide